N1=C(C=CC=C1)C(=O)[O-].N1=C(C=CC=C1)C(=O)[O-].[Ga+2] gallium dipicolinate